C1(CCCCC1)P(C1=C(C(=CC=C1OC)OC)C1=C(C=C(C=C1C(C)C)C(C)C)C(C)C)C1CCCCC1 dicyclohexyl-[3,6-dimethoxy-2',4',6'-tris(prop-2-yl)biphenyl-2-yl]phosphane